N1(CCC2=CC=CC=C12)C=1SC2=C(N=C(N=C2)N2CCC3(CC2)[C@@H](C2=CC=CC=C2C3)N)N1 (S)-1'-(2-(indolin-1-yl)thiazolo[4,5-d]pyrimidin-5-yl)-1,3-dihydrospiro[inden-2,4'-piperidin]-1-amine